CC(C)N(CC(COC=1C=C(C=CC1)/C=C/C(=O)C1=CC=CC=C1)O)C(C)C (E)-3-[3-[3-[Di(propan-2-yl)amino]-2-hydroxypropoxy]phenyl]-1-phenylprop-2-en-1-one